N1=NC=C2C1=NC1=CC=CC=C1C2=O 4H-PYRAZOLO[3,4-B]QUINOLIN-4-ONE